3-(tetrahydropyran-2-yloxymethyl)spiro[5,7-dihydrocyclopenta[c]pyridine-6,4'-piperidine] O1C(CCCC1)OCC1=CC2=C(C=N1)CC1(CCNCC1)C2